C(N)(OP(=O)(NCC1=CC=CC=C1)N)=O benzyldiaminophosphoryl carbamate